tert-butyl (1-(3-(6-morpholino-1H-benzo[d]imidazol-2-yl)-1H-indazole-5-carbonyl)piperidin-4-yl)carbamate O1CCN(CC1)C=1C=CC2=C(NC(=N2)C2=NNC3=CC=C(C=C23)C(=O)N2CCC(CC2)NC(OC(C)(C)C)=O)C1